9-Bromo-10-(1-naphthyl)anthracene-d8 BrC=1C2=C(C(=C(C(=C2C(=C2C(=C(C(=C(C12)[2H])[2H])[2H])[2H])C1=CC=CC2=CC=CC=C12)[2H])[2H])[2H])[2H]